[S].[Cu].[In] Indium Copper Sulfur